C(=O)O.CN(C1CC(C1)N1N=C(C(=C1)NC(=O)C=1OC(=CC1)C=1C=NNC1)C1=NC=CC=C1)C N-(1-((1s,3s)-3-(dimethylamino)cyclobutyl)-3-(pyridin-2-yl)-1H-pyrazol-4-yl)-5-(1H-pyrazol-4-yl)furan-2-carboxamide formate